(R)-(4-cyclopropyl-2-(pyridin-2-yl)oxazol-5-yl)(4-(pyrazolo[1,5-a]pyridin-2-yl)-6,7-dihydro-1H-imidazo[4,5-c]pyridin-5(4H)-yl)methanone C1(CC1)C=1N=C(OC1C(=O)N1[C@H](C2=C(CC1)NC=N2)C2=NN1C(C=CC=C1)=C2)C2=NC=CC=C2